(4-Methoxy-pyrimidin-5-yl)-methanol COC1=NC=NC=C1CO